(1S)-1-(4-Chlorophenyl)-7-isopropoxy-6-methoxy-2-[4-(methylamino)phenyl]-1,4-dihydroisoquinolin-3-one ClC1=CC=C(C=C1)[C@@H]1N(C(CC2=CC(=C(C=C12)OC(C)C)OC)=O)C1=CC=C(C=C1)NC